C(C)OC(CCC=NO)=O 4-(hydroxyimino)butanoic acid ethyl ester